4-Methyl-N-(p-tolyl)-2-(2,4,5-trifluoro-3-hydroxyphenyl)thiazole-5-carboxamide CC=1N=C(SC1C(=O)NC1=CC=C(C=C1)C)C1=C(C(=C(C(=C1)F)F)O)F